BrC1=CC(=NC=C1)NC(C1=CC(=CC=C1)OC)=O N-(4-bromopyridin-2-yl)-3-methoxybenzamide